(R)-1-methylpyrrolidin-3-yl (tert-butoxycarbonyl)-L-alaninate C(C)(C)(C)OC(=O)N[C@@H](C)C(=O)O[C@H]1CN(CC1)C